COC1=C(C=C2C=CC(OC2=C1)=O)C#CC1=CC=CC=C1 7-methoxy-2-oxo-6-(phenylethynyl)-2H-chromene